FC=1C=C(C2=C(C=C(O2)C(C)NC(=O)C=2C=NN3C2N=CC=C3)C1)C(=O)O[C@H](C(F)(F)F)C (S)-1,1,1-Trifluoropropan-2-yl 5-fluoro-2-(1-(pyrazolo[1,5-a]pyrimidine-3-carboxamido)ethyl)benzofuran-7-carboxylate